(4-(((S)-2-methylpiperazin-1-yl)methyl)piperidin-1-yl)isoindoline-1,3-dione C[C@@H]1N(CCNC1)CC1CCN(CC1)N1C(C2=CC=CC=C2C1=O)=O